1-((2-methoxypyridin-3-yl)methyl)-5-(3-(m-tolyl)-1,2,4-oxadiazol-5-yl)pyridin-2(1H)-one COC1=NC=CC=C1CN1C(C=CC(=C1)C1=NC(=NO1)C=1C=C(C=CC1)C)=O